7-(7-(8-ethynyl-7-fluoro-3-hydroxynaphthalene-1-yl)-6,8-difluoro-2-(((2R,7aS)-2-fluorotetrahydro-1H-pyrrolizine-7a(5H)-yl)methoxy)quinazolin-4-yl)-1,3,7-triazaspiro[4.5]decane-2-one C(#C)C=1C(=CC=C2C=C(C=C(C12)C1=C(C=C2C(=NC(=NC2=C1F)OC[C@]12CCCN2C[C@@H](C1)F)N1CC2(CNC(N2)=O)CCC1)F)O)F